C1C=2C(=CC=CC2)O1 epoxytoluene